4-(6-bromo-5-nitro-2H-indazole-2-yl)-2-methylbutane-2-ol BrC=1C(=CC2=CN(N=C2C1)CCC(C)(O)C)[N+](=O)[O-]